methyl 6-[4-(2-cyanoethylamino)phenyl]pyridine-3-carboxylate C(#N)CCNC1=CC=C(C=C1)C1=CC=C(C=N1)C(=O)OC